Methyl N-{[6-(4-chlorophenyl)-3-oxo-2-(pyridin-3-yl)-2,3-dihydropyridazin-4-yl]carbonyl}-D-serinate ClC1=CC=C(C=C1)C=1C=C(C(N(N1)C=1C=NC=CC1)=O)C(=O)N[C@H](CO)C(=O)OC